C1(=CC=CC=C1)C1=C(C(=NN=N1)C=1C(=C(C(=C(C1)C1=CC=CC=C1)C1=CC=CC=2OC3=C(C21)C=CC=C3)C3=NN=NC(=C3C3=CC=CC=C3)C3=CC=CC=C3)C3=CC=CC=2[Se]C1=C(C23)C=CC=C1)C1=CC=CC=C1 (diphenyltriazinyl)(dibenzoselenophenyl)(diphenyltriazinyl)(dibenzofuranyl)biphenyl